2-ureido-4(1H)-pyrimidone N(C(=O)N)C=1NC=CC(N1)=O